isopropyl (2R,3S)-3-((fluoromethyl)sulfonamido)-2-((((1S,3S,6R)-6-(5-fluoropyrimidin-2-yl)bicyclo[4.1.0]heptan-3-yl)oxy)methyl)piperidine-1-carboxylate FCS(=O)(=O)N[C@@H]1[C@@H](N(CCC1)C(=O)OC(C)C)CO[C@@H]1C[C@@H]2C[C@@]2(CC1)C1=NC=C(C=N1)F